3-(tert-butyl)-N-(1-(2-chloro-4-(2-(cyclopropanecarboxamido)pyridin-4-yl)-3-fluorophenyl)ethyl)-1,2,4-oxadiazole-5-carboxamide C(C)(C)(C)C1=NOC(=N1)C(=O)NC(C)C1=C(C(=C(C=C1)C1=CC(=NC=C1)NC(=O)C1CC1)F)Cl